BrC=1C=CC(=NC1N1CC(C1)OC)C(=O)OC methyl 5-bromo-6-(3-methoxyazetidin-1-yl)pyridine-2-carboxylate